7-bromo-2-(2-(difluoromethoxy)-7-methylquinoxalin-5-yl)-4,6-dimethoxybenzo[d]thiazole BrC1=C(C=C(C=2N=C(SC21)C2=C1N=CC(=NC1=CC(=C2)C)OC(F)F)OC)OC